2-{[4-({6-[(4-chloro-2-fluorophenoxy)methyl]pyridin-2-yl}oxy)piperidin-1-yl]methyl}-1-[(1,3-oxazol-5-yl)methyl]-1H-1,3-benzodiazole-6-carboxylic acid ClC1=CC(=C(OCC2=CC=CC(=N2)OC2CCN(CC2)CC2=NC3=C(N2CC2=CN=CO2)C=C(C=C3)C(=O)O)C=C1)F